OC1=C(C2=C(C=C(C(O2)=O)C(=O)OC(COC=2C(=[N+](ON2)[O-])S(=O)(=O)C2=CC=CC=C2)CCC)C=C1)C(N1CCNCC1)CC 4-(2-((7-hydroxy-8-(ethylpiperazin-1-ylmethyl)-2-oxo-2H-benzopyran-3-carbonyl)oxy)pentoxy)-3-(benzenesulfonyl)-1,2,5-oxadiazole 2-oxide